C(N)(=O)C1=CC2=C(N(C=N2)CC2=C(C=CC=C2)P(O)(O)=O)C=C1 (5-carbamoyl-1,3-benzodiazol-1-ylmethyl)phenylphosphonic acid